2-[4-(difluoromethoxy)phenyl]-7-[(3S)-3-methylpiperazin-1-yl]-4H-pyrido[1,2-a]pyrimidin FC(OC1=CC=C(C=C1)C=1N=C2N(CC1)C=C(C=C2)N2C[C@@H](NCC2)C)F